S(=O)(=O)([O-])[O-].[Pt+2] platinum sulfate salt